ClC1=CN(C2=C1N=NC(=C2)C=2C(NC(NC2)=O)=O)CC 5-(7-Chloro-5-ethyl-5H-pyrrolo[3,2-c]pyridazin-3-yl)pyrimidine-2,4(1H,3H)-dione